COC=1C=C(C=CC1)[C@H](C)[NH-] (S)-N-(1-(m-methoxyphenyl)ethyl)-amide